FC(C(=O)O)(F)F.C(C1=CC=CC=C1)[C@H]1C[C@@H](NC1)C(=O)N[C@H](C(=O)NCC1=C(C(=CC(=C1)Br)C)N1N=NN=C1)C (2R,4S)-4-benzyl-N-((S)-1-((5-bromo-3-methyl-2-(1H-tetrazol-1-yl)benzyl)amino)-1-oxopropan-2-yl)pyrrolidine-2-carboxamide trifluoroacetate